2-(4-chloro-1-isopropyl-1H-pyrazol-5-yl)-4-(3-chloro-4-(4-(trifluoromethyl)pyrimidin-2-yl)benzyl)-6,7-dihydropyrazolo[1,5-a]pyrimidin-5(4H)-one ClC=1C=NN(C1C1=NN2C(N(C(CC2)=O)CC2=CC(=C(C=C2)C2=NC=CC(=N2)C(F)(F)F)Cl)=C1)C(C)C